ethyl 4-amino-3,5-dichlorobenzoate NC1=C(C=C(C(=O)OCC)C=C1Cl)Cl